5-methylamino-2-(4-vinylbenzyl)-2H-tetrazole CNC=1N=NN(N1)CC1=CC=C(C=C1)C=C